C(C)(C)C1=CC(=NN1C1CCN(CC1)CCN1CCOCC1)C1=CC=C(C=C1)OC(F)(F)F [2-[4-[5-isopropyl-3-[4-(trifluoromethoxy)phenyl]pyrazol-1-yl]-1-piperidyl]ethyl]morpholine